C(C=1C(C(=O)O)=C(C(C(=O)O)=CC1)CCCCCCCC1=C(C(C(=O)N)=CC=C1C(=O)O)C(=O)O)(=O)N heptamethylenebistrimellitic amide